BrC=1C=CC(=NC1)N1C[C@H]2C([C@H]2C1)CO ((1R,5S,6r)-3-(5-bromopyridin-2-yl)-3-azabicyclo[3.1.0]hexan-6-yl)methanol